N[C@@H](CC(=O)O)CC1=CC=C(C=C1)C(F)(F)F (R)-3-amino-4-(4-trifluoromethylphenyl)-butyric acid